N[C@H]1[C@@H](CCCCC1)C1=C(C2=NC(=CC(=C2S1)NCC=1SC=CC1)Cl)C1=CC=CC=C1 2-((1r,2r)-2-aminocycloheptyl)-5-chloro-3-phenyl-N-(thiophen-2-ylmethyl)thieno[3,2-b]pyridin-7-amine